1-(bis(4H-benzo[d][1,3]dioxin-6-yl)methyl)piperidine-4-carboxylic acid O1COCC2=C1C=CC(=C2)C(N2CCC(CC2)C(=O)O)C2=CC1=C(OCOC1)C=C2